FC(OC[C@@H](C1=CC(=CC=C1)OC(F)F)NC(C[C@@H](C(C)(C)C)O)=O)F (S)-N-((R)-2-(difluoromethoxy)-1-(3-(difluoromethoxy)phenyl)ethyl)-3-hydroxy-4,4-dimethylvaleramide